CC(C(=O)OCCCC(OC(NCCCN(CCCCN(C)C)C)=O)CCCOC(C(CCCCC)C)=O)CCCCC [3-(dimethylamino) propyl]-11-methyl-4-{3-[(2-methyl-1-oxoheptyl) oxy] propyl}-6-oxo-7,11-diaza-5-oxadodec-1-yl 2-methylheptanoate